C1=CC=CC=2C3=CC=CC=C3C(C12)COC(=O)N[C@@H](C(=O)O)CC1=CNC2=C(C=CC=C12)Cl (R)-2-((((9H-fluoren-9-yl)methoxy)carbonyl)amino)-3-(7-chloro-1H-indol-3-yl)propanoic acid